C[C@@H]1N(CC1)C1=NC(=CC(=N1)C=1C=NN(C1)C1CCN(CC1)C(=O)OC(C)(C)C)C(F)(F)F tert-butyl 4-[4-[2-[(2S)-2-methylazetidin-1-yl]-6-(trifluoromethyl)pyrimidin-4-yl]pyrazol-1-yl]piperidine-1-carboxylate